isopropyl 6-((tert-butoxycarbonyl) amino)-4-isopropoxynicotinate C(C)(C)(C)OC(=O)NC1=NC=C(C(=O)OC(C)C)C(=C1)OC(C)C